CN(C(CCCCCCC1C(C1)OC(CCCCCCCCC)=O)CCCCCCCCC)C {2-[7-(dimethylamino)hexadecyl]cyclopropyl}decanoate